CC1=NN2C(N(CCC2)C(CCC(=O)NC=2N=NC(=CC2)C=2C=NC(=CC2)C)=O)=C1 4-(2-methyl-6,7-dihydropyrazolo[1,5-a]pyrimidin-4(5H)-yl)-N-(6-(6-methylpyridin-3-yl)pyridazin-3-yl)-4-oxobutanamide